1-methoxy-4-(1-methylsulfonylethyl)benzene COC1=CC=C(C=C1)C(C)S(=O)(=O)C